ClC=1C=C2C=CN(C2=C(C1)C1=NC=NN2C1=CC(=C2)CN2C(C1C(C1C2=O)(C)C)=O)CC2(CNCCC2)F 3-((4-(5-chloro-1-((3-fluoropiperidin-3-yl)methyl)-1H-indol-7-yl)pyrrolo[2,1-f][1,2,4]triazin-6-yl)methyl)-6,6-dimethyl-3-azabicyclo[3.1.0]hexane-2,4-dione